(2-cyclopropoxy-4-fluorophenyl){6-[3-(5-fluoro-2-tolyl)-5-methyl-1-pyrazolyl]-2-aza-2-spiro[3.3]heptyl}methanone C1(CC1)OC1=C(C=CC(=C1)F)C(=O)N1CC2(C1)CC(C2)N2N=C(C=C2C)C2=C(C=C(C=C2)F)C